C(C)(C)(C)NS(=O)(=O)C=1SC(=CC1C1=CC=C(C=C1)CN1C(=NC=C1)C1(COC1)C)CC(C)C N-(tert-butyl)-5-isobutyl-3-(4-((2-(3-methyloxetan-3-yl)-1H-imidazol-1-yl)methyl)phenyl)thiophene-2-sulfonamide